3-oxo-2-[[2-(trimethylsilyl)ethoxy]methyl]-2,3-dihydropyridazine-4-carbonitrile O=C1N(N=CC=C1C#N)COCC[Si](C)(C)C